CC1C(CNC1)C(=O)NC1CCN(CC1)C1CCNCC1 4-methyl-N-[1-(4-piperidyl)-4-piperidyl]pyrrolidin-3-carboxamid